C(C)(C)(C)C1=C(C=C(C=C1)NC([C@@H](C1=CC=C(C=C1)COC)NC(=O)[C@H]1CNC(C1)=O)=O)F (3R)-N-((1R)-2-((4-tert-butyl-3-fluorophenyl)amino)-1-(4-(methoxymethyl)phenyl)-2-oxoethyl)-5-oxopyrrolidine-3-carboxamide